C1(CCCCC1)C=1NC(=CC1)C1CCCCC1 2,5-dicyclohexyl-1H-pyrrole